O=C(CN(CC(=O)NCCCCCC(=O)ON1C(CCC1=O)=O)CC(=O)NCCO[C@@H]1O[C@@H]([C@H]([C@@H]([C@H]1O)O)O)CO)NCCO[C@@H]1O[C@@H]([C@H]([C@@H]([C@H]1O)O)O)CO 2,5-dioxopyrrolidin-1-yl 6-(2-(bis(2-oxo-2-((2-(((2R,3R,4S,5S,6R)-3,4,5-trihydroxy-6-(hydroxymethyl)tetrahydro-2H-pyran-2-yl)oxy)ethyl)amino)ethyl)amino)acetamido)hexanoate